NC1=C(C=C(C=C1C1=CC(=NC=C1)F)F)C1=CC(=C(C=C1)N1C(N(C=C1)C)=O)Cl 1-(2'-amino-3-chloro-5'-fluoro-3'-(2-fluoropyridin-4-yl)-[1,1'-biphenyl]-4-yl)-3-methyl-1H-imidazol-2(3H)-one